C1(CC2C(CC1)O2)C=C(C(=O)O)C.C(C(=C)C)(=O)OC2CC1C(CC2)O1 4-epoxycyclohexyl methacrylate (3,4-epoxy cyclohexyl methacrylate)